1-(4-chloro-3,5-difluorophenyl)-N-hydroxycyclopropane-1-carboxamidine ClC1=C(C=C(C=C1F)C1(CC1)C(=N)NO)F